((2R,4S)-4-benzyl-1-(tert-butoxycarbonyl)piperidine-2-carbonyl)-L-alanine C(C1=CC=CC=C1)[C@@H]1C[C@@H](N(CC1)C(=O)OC(C)(C)C)C(=O)N[C@@H](C)C(=O)O